(Z)-2-(5-fluoro-2-methyl-1-(benzylidene)-1H-inden-3-yl)acetic acid FC=1C=C2C(=C(/C(/C2=CC1)=C/C1=CC=CC=C1)C)CC(=O)O